C(C1=CC=CC=C1)OC(C1=NC(=C(C(=C1Cl)N)F)C1=C(C(=C(C=C1)Cl)OC)F)=O 4-amino-3-chloro-5-fluoro-6-(4-chloro-2-fluoro-3-methoxyphenyl)picolinic acid benzyl ester